IN(CCCCCCCC)CCCCCCCC N-iodo-di-n-octylamine